N=1N2C(=CC1C(=O)O)CCC2 5,6-dihydro-4h-pyrrolo[1,2-b]pyrazole-2-carboxylic acid